4-[4-[2-(Dimethylcarbamoyl)-7-fluoro-6-[1-(3-pyrazol-1-ylpropanoyl)-3,6-dihydro-2H-pyridin-5-yl]-1H-indol-4-yl]-2,5-difluoro-phenyl]-3,3-difluoro-piperidine-1-carboxylate CN(C(=O)C=1NC2=C(C(=CC(=C2C1)C1=CC(=C(C=C1F)C1C(CN(CC1)C(=O)[O-])(F)F)F)C1=CCCN(C1)C(CCN1N=CC=C1)=O)F)C